2,4-ditert-butyl-6-[(E)-[(1S)-1-(hydroxymethyl)-2,2-dimethyl-propyl]iminomethyl]phenol C(C)(C)(C)C1=C(C(=CC(=C1)C(C)(C)C)/C=N/[C@@H](C(C)(C)C)CO)O